[Cl-].OC1=C(OC2=CC=CC=C2C1=O)C1=CC=CC=C1 3-hydroxyflavone chloride